ethyl 4-bromo-1-(2,2-dimethoxyethyl)-3-(4-methoxyphenyl)-5-methyl-1H-pyrrole-2-carboxylate BrC=1C(=C(N(C1C)CC(OC)OC)C(=O)OCC)C1=CC=C(C=C1)OC